tert-butyl ((3S,4S)-8-(5-((8-chloro-2-(furan-2-yl)imidazo[1,2-a]pyridin-7-yl)thio)-3-(hydroxymethyl)-6-methylpyrazin-2-yl)-3-methyl-2-oxa-8-azaspiro[4.5]decan-4-yl)carbamate ClC=1C=2N(C=CC1SC=1N=C(C(=NC1C)N1CCC3([C@@H]([C@@H](OC3)C)NC(OC(C)(C)C)=O)CC1)CO)C=C(N2)C=2OC=CC2